N-(9-ethoxy-9H-fluoren-2-yl)pivaloamide C(C)OC1C2=CC=CC=C2C=2C=CC(=CC12)NC(C(C)(C)C)=O